3-(ethylsulfonylmethyl)azetidinium trifluoroacetate FC(C(=O)[O-])(F)F.C(C)S(=O)(=O)CC1C[NH2+]C1